BrC1=CC=C(C=C1)CCOCCCN1CCN(CC1)C(=O)OC(C)(C)C Tert-butyl 4-[3-[2-(4-bromophenyl)ethoxy]propyl]piperazine-1-carboxylate